1-Bromo-8-methoxy-7-(2,2,2-trifluoro-1-methoxyethyl)imidazo[1,5-a]pyridine BrC=1N=CN2C1C(=C(C=C2)C(C(F)(F)F)OC)OC